trifluoromethanesulfonyl-(3-(3-((triisopropylsilyl)ethynyl)naphthalen-2-yl))propanamine FC(S(=O)(=O)C(CCC1=CC2=CC=CC=C2C=C1C#C[Si](C(C)C)(C(C)C)C(C)C)N)(F)F